CCCCCCCC=CCCCCCCCCCCC icos-8-ene